ClC1=CC2=C(O[C@@H](C(N2CC2CN(C2)C(=O)OC(C)(C)C)=O)CCN(C)C)C=C1C1=CC(=CC2=CC=CC=C12)OC(C(C)(C)C)=O tert-butyl (R)-3-((6-chloro-2-(2-(dimethylamino)ethyl)-3-oxo-7-(3-(pivaloyloxy)naphthalen-1-yl)-2,3-dihydro-4H-benzo[b][1,4]oxazin-4-yl)methyl)azetidine-1-carboxylate